ClC1=CC(N(C=N1)CCOC)=O 6-Chloro-3-(2-methoxyethyl)pyrimidin-4(3H)-one